methyl (2S,3R)-3-((tert-butyldimethylsilyl)oxy)-2-(1,1-dioxido thiomorpholino)butanoate [Si](C)(C)(C(C)(C)C)O[C@@H]([C@@H](C(=O)OC)N1CCS(CC1)(=O)=O)C